5-benzyl 1-ethyl ((E)-3-(3,4-difluorophenyl)acryloyl)glycyl-L-valyl-D-glutamate FC=1C=C(C=CC1F)/C=C/C(=O)NCC(=O)N[C@@H](C(C)C)C(=O)N[C@H](CCC(=O)OCC1=CC=CC=C1)C(=O)OCC